FC1=CC=C(C=C1)[C@H](CCCC(=O)S1C(OC[C@@H]1C1=CC=CC=C1)=O)O (4S)-3-[(5S)-5-(4-fluorophenyl)-5-hydroxypentanoyl]-4-phenyl-1,3-oxathiolan-2-one